The molecule is the anion resulting from the removal of the proton fron the purine ring of 8-chlorotheophylline. It is a conjugate base of an 8-chlorotheophylline. CN1C(=C2C(=NC(=N2)Cl)N(C1=O)C)[O-]